ClC1=CC(=NN1C)C1=NN=C(O1)[C@H]1CC[C@@H](CN1)NC(COC1=CC(=C(C=C1)Cl)F)=O N-[(3S,6R)-6-[5-(5-chloro-1-methyl-1H-pyrazol-3-yl)-1,3,4-oxadiazol-2-yl]piperidin-3-yl]-2-(4-chloro-3-fluorophenoxy)acetamide